2'-(Methylthio)-3,4,5',8'-tetrahydro-2H,3'H-spiro[naphthalene-1,7'-quinazolin]-4'(6'H)-one CSC1=NC=2CC3(CCC2C(N1)=O)CCCC1=CC=CC=C13